difluoropentyloxyphosphane FC(CCCCOP)F